C/C(/C(C)=O)=C\C1=CC=CC=C1 (E)-3-methyl-4-phenyl-but-3-en-2-one